N1=CC=C(C=C1)[C@H](C)N (1S)-1-(pyridin-4-yl)ethan-1-amine